C(\C=C\C(=O)O)(=O)O.CN1N=CC(=C1)C=1C=C(C(=O)NC=2N(C=C(N2)CCCC(=O)N2CCN(CC2)C)C2=CC=CC=C2)C=CC1 3-(1-methyl-1H-pyrazol-4-yl)-N-(4-(4-(4-methylpiperazin-1-yl)-4-oxobutyl)-1-phenyl-1H-imidazol-2-yl)benzamide fumarate